butyl N-[2-[2-chloro-6-cyano-4-[1-methyl-1-[4-[(2-methylsulfanylpyrimidin-4-yl)methoxy]phenyl]ethyl]phenoxy]ethyl]-N-methyl-carbamate ClC1=C(OCCN(C(OCCCC)=O)C)C(=CC(=C1)C(C)(C1=CC=C(C=C1)OCC1=NC(=NC=C1)SC)C)C#N